CN([C@H](CN1N=CC(=C1C)C=1C=C(C=2N(C1)N=CC2C#N)SC2=NC=CC=C2F)C)C (S)-6-(1-(2-(dimethylamino)propyl)-5-methyl-1H-pyrazol-4-yl)-4-((3-fluoropyridin-2-yl)thio)pyrazolo[1,5-a]pyridine-3-carbonitrile